FC1=CC=C(C=C1)NC1=NC=C(C(=N1)NC1=C(C(=CC=C1)C1=NN(C=N1)C)OC)C(CC)=O (2-((4-fluorophenyl)amino)-4-((2-methoxy-3-(1-methyl-1H-1,2,4-triazol-3-yl)phenyl)amino)pyrimidin-5-yl)propan-1-one